7-(4-(7-(4-(2-Hydroxyethyl)piperazin-1-yl)-2-methyl-3-phenylpyrazolo[1,5-a]pyrimidin-5-yl)phenyl)heptanal OCCN1CCN(CC1)C1=CC(=NC=2N1N=C(C2C2=CC=CC=C2)C)C2=CC=C(C=C2)CCCCCCC=O